(2S)-2-amino-2-cyclohexyl-N-[4-[3-methyl-5-(trifluoromethyl)imidazol-4-yl]-phenyl]acetamide N[C@H](C(=O)NC1=CC=C(C=C1)C=1N(C=NC1C(F)(F)F)C)C1CCCCC1